ONC(=O)C1=CC=2C[C@H]3N(CC2C=C1)CCOC3 (R)-N-hydroxy-1,3,4,6,11,11a-hexahydro-[1,4]oxazino[4,3-b]isoquinoline-9-carboxamide